2-phenyl-7-phenyl-oxazolo[4,5-b]pyridine C1(=CC=CC=C1)C=1OC=2C(=NC=CC2C2=CC=CC=C2)N1